2-[3-(methylsulfonyl)propyl]-2,3,4,9-tetrahydro-1H-pyrido[3,4-b]indole CS(=O)(=O)CCCN1CC=2NC3=CC=CC=C3C2CC1